N1C=CC2=CC(=CC=C12)C1=NC(=NO1)C1=CC=C(C2=CC=CC=C12)CN1CC(C1)C(=O)O 1-((4-(5-(1H-indol-5-yl)-1,2,4-oxadiazol-3-yl)naphthalen-1-yl)methyl)azetidine-3-carboxylic acid